5-bromo-N-cyclopropyl-2-[4-(trifluoromethoxy)phenyl]-1,2,4-triazol-3-amine BrC=1N=C(N(N1)C1=CC=C(C=C1)OC(F)(F)F)NC1CC1